2,5-diamino-2,5-Dimethylhexane NC(C)(CCC(C)(C)N)C